N-(6-((5-chloro-2-((2,5-dichloro-4-(4-(4-methyl-1,4-diazepan-1-yl)piperidin-1-yl)phenyl)amino)pyrimidin-4-yl)amino)-2,3-dihydrobenzofuran-5-yl)methanesulfonamide ClC=1C(=NC(=NC1)NC1=C(C=C(C(=C1)Cl)N1CCC(CC1)N1CCN(CCC1)C)Cl)NC1=CC2=C(CCO2)C=C1NS(=O)(=O)C